C1=C(C=CC2=CC=CC=C12)C1=CC=C(C=C1)N(C=1C=C(C(=CC1)C1=CC=C(C=C1)C1=CC2=CC=CC=C2C=C1)C1=CC=CC=C1)C1=CC=C(C=C1)C1=CC2=CC=CC=C2C=C1 bis{4-(naphthalen-2-yl)phenyl}-{4-(naphthalen-2-yl)-1,1':2',1''-terphenyl-4'-yl}amine